FC1=CC(=C(C=C1)C1=CC(=CC=C1)C=1SC2=C(N1)C=CC(=C2)CO)C2=NN=CN2C (2-(4'-Fluoro-2'-(4-methyl-4H-1,2,4-triazol-3-yl)-[1,1'-biphenyl]-3-yl)benzo[d]thiazol-6-yl)methanol